(trimethylphenoxy)phenol CC1=C(C(=C(OC2=C(C=CC=C2)O)C=C1)C)C